S1C=NC=2C1=CS(C2)(=O)=O thieno[3,4-d][1,3]thiazole-5,5-dione